4-(5-cyclopropoxy-8-fluoro-2-(((2R,7aS)-2-fluorotetrahydro-1H-pyrrolizin-7a(5H)-yl)methoxy)-4-(1,4-oxazepan-4-yl)pyrido[4,3-d]pyrimidin-7-yl)-5-ethynyl-6-fluoronaphthalen-2-ol C1(CC1)OC1=NC(=C(C=2N=C(N=C(C21)N2CCOCCC2)OC[C@]21CCCN1C[C@@H](C2)F)F)C2=CC(=CC1=CC=C(C(=C21)C#C)F)O